S1SC=CC1 1,2-dithiolene